(4-hydroxy-2,6-dimethylphenyl)oxalamide OC1=CC(=C(C(=C1)C)NC(C(=O)N)=O)C